4,6-dibromobenzofuran BrC1=CC(=CC2=C1C=CO2)Br